N-(4-{4-amino-7-iodo-1-methyl-1H-pyrazolo[4,3-c]pyridin-3-yl}-2-fluorophenyl)-1,1-difluoromethanesulfonamide NC1=NC=C(C2=C1C(=NN2C)C2=CC(=C(C=C2)NS(=O)(=O)C(F)F)F)I